[Br-].C(CCP(C1=CC=CC=C1)(C1=CC=CC=C1)C1=CC=CC=C1)P(C1=CC=CC=C1)(C1=CC=CC=C1)C1=CC=CC=C1 propane-1,3-diylbis(triphenylphosphine) bromide